BrC=1C=CC(=NC1)C(=O)NCC=1C=NC=CC1 5-bromo-N-(pyridin-3-ylmethyl)picolinamide